isopropyl (S)-2-((2S,3R)-2-cyclopropoxy-3-methylpentanamido)-6-diazo-5-oxohexanoate C1(CC1)O[C@H](C(=O)N[C@H](C(=O)OC(C)C)CCC(C=[N+]=[N-])=O)[C@@H](CC)C